benzyl 4-(4-bromo-3-(tert-butoxycarbonyl) phenyl)-3,6-dihydropyridine-1(2H)-carboxylate BrC1=C(C=C(C=C1)C=1CCN(CC1)C(=O)OCC1=CC=CC=C1)C(=O)OC(C)(C)C